tert-butyl 2-(6-{4-[1-(oxan-2-yl)pyrazol-4-yl]-1,3-benzothiazol-7-yl}pyridazin-3-yl)-2,6-diazaspiro[3.5]nonane-6-carboxylate O1C(CCCC1)N1N=CC(=C1)C1=CC=C(C2=C1N=CS2)C2=CC=C(N=N2)N2CC1(C2)CN(CCC1)C(=O)OC(C)(C)C